N-{4-[(3s)-3-aminopyrrolidin-1-yl]-2-(3-fluoropyridin-4-yl)-1-methyl-1,3-benzodiazol-5-yl}-2-(2,6-difluorophenyl)-3-oxopyridazine-4-carboxamide N[C@@H]1CN(CC1)C1=C(C=CC=2N(C(=NC21)C2=C(C=NC=C2)F)C)NC(=O)C=2C(N(N=CC2)C2=C(C=CC=C2F)F)=O